3-(aminomethyl)-5-oxo-piperazine-1-carboxylic acid benzyl ester C(C1=CC=CC=C1)OC(=O)N1CC(NC(C1)=O)CN